COC1=CC=C(CN(C=2C(=C(C(=C(C2)C2=C(C=3N=C(N=C(C3C=N2)O)OC[C@]23CCCN3C[C@@H](C2)F)F)C(F)(F)F)C)F)CC2=CC=C(C=C2)OC)C=C1 7-(5-(bis(4-methoxybenzyl)amino)-4-fluoro-3-methyl-2-(trifluoromethyl)phenyl)-8-fluoro-2-(((2R,7aS)-2-fluorotetrahydro-1H-pyrrolizin-7a(5H)-yl)methoxy)pyrido[4,3-d]pyrimidin-4-ol